C1(CCCCC1)CO[C@@H]([C@@H](C(=O)NC)NC(=O)C1CCOC12CN(C2)C(=O)[C@@H]2C(C2)(C)C)C N-((2S,3R)-3-(cyclohexylmethoxy)-1-(methylamino)-1-oxobutan-2-yl)-2-((S)-2,2-dimethylcyclopropane-1-carbonyl)-5-oxa-2-azaspiro[3.4]octane-8-carboxamide